COC1=CC(=CC2=C1C(=NO2)N)C([2H])([2H])N2N=CC=C2 4-methoxy-6-[(1H-pyrazol-1-yl)(2H2)methyl]-1,2-benzoxazol-3-amine